BrC1(CCC1)C(=O)O 1-bromocyclobutanecarboxylic acid